3-nitro-2-fluoro-N-[4-[1,2,2,2-tetrafluoro-1-(trifluoromethyl)ethyl]-2-(trifluoromethyl)phenyl]benzamide [N+](=O)([O-])C=1C(=C(C(=O)NC2=C(C=C(C=C2)C(C(F)(F)F)(C(F)(F)F)F)C(F)(F)F)C=CC1)F